C(C)OC(=O)C1=CC=NC2=CC=C(C=C12)CC1=CC(=NN1C)C 6-((1,3-dimethyl-1H-pyrazol-5-yl)methyl)quinoline-4-carboxylic acid ethyl ester